(S)-2-(4-(4-chloropyrazolo[1,5-a]pyridin-2-yl)-1,4,6,7-tetrahydro-5H-imidazo[4,5-c]pyridin-5-yl)-5-(2,6-difluorophenyl)-1,3,4-oxadiazole ClC=1C=2N(C=CC1)N=C(C2)[C@H]2N(CCC1=C2N=CN1)C=1OC(=NN1)C1=C(C=CC=C1F)F